2-methyl-1,4-benzoquinone dioxime CC=1C(C=CC(C1)=NO)=NO